OCC1(CCOCC1)NC(=O)C1=C(OC2=C1C=C(C=C2)OCC2=NC=CC=C2)C N-(4-(hydroxymethyl)tetrahydro-2H-pyran-4-yl)-2-methyl-5-(pyridin-2-ylmethoxy)benzofuran-3-carboxamide